FC=1C(=C(C(=O)N)C=CC1F)NC1=C(C=C(C=C1)I)F 3,4-difluoro-2-(2-fluoro-4-iodo-phenylamino)-benzamide